ETHYLCYCLOHEPTANE C(C)C1CCCCCC1